ONC(C1=C(C(=CC=C1)N1CC(C1)OC1=CC=C(C=C1)COC=1C=NC=CC1)N1C=CC=C1)=O N-hydroxy-3-(3-(4-((pyridin-3-yloxy)methyl)phenoxy)azetidin-1-yl)-2-(1H-pyrrole-1-yl)benzamide